CS(=O)(=O)N1CCC(CC1)NC=1N=CC2=C(N1)N1C(C(=C2)C#N)=NC(=C1)C(F)(F)F 2-((1-(methylsulfonyl)piperidin-4-yl)amino)-8-(trifluoromethyl)imidazo[1',2':1,6]pyrido[2,3-d]pyrimidine-6-carbonitrile